N1(N=CN=C1)C[C@H]1C[C@@H](NC1)CONC(=O)[C@H]1N2C(N([C@H](CC1)C2)OS(=O)(=O)O)=O (2S,5R)-N-{[(2R,4S)-4-(1H-1,2,4-triazol-1-ylmethyl)-pyrrolidin-2-yl]methyloxy}-7-oxo-6-(sulfooxy)-1,6-diazabicyclo[3.2.1]octane-2-carboxamide